OC1=C(C(=CC(=C1)CCCC(=O)O)O)[C@H]1[C@@H](CCC(=C1)C)C(=C)C 4-((1'R,2'R)-2,6-dihydroxy-5'-methyl-2'-(Prop-1-en-2-yl)-1',2',3',4'-tetrahydro-[1,1'-biphenyl]-4-yl)butyric acid